C(C)NC1=NC=C(C=N1)C=O 2-(ETHYLAMINO)PYRIMIDINE-5-CARBALDEHYDE